2-[4-[[(3R)-3-amino-7-(5-tert-butyl-1,3,4-oxadiazol-2-yl)-8-fluoro-1,1,4-trioxo-2,3-dihydro-1lambda6,5-benzothiazepin-5-yl]methyl]phenoxy]acetamide N[C@H]1CS(C2=C(N(C1=O)CC1=CC=C(OCC(=O)N)C=C1)C=C(C(=C2)F)C=2OC(=NN2)C(C)(C)C)(=O)=O